3-(2-chloro-3-phenylanilino)benzene ClC1=C(NC=2C=CC=CC2)C=CC=C1C1=CC=CC=C1